2-cyclopropyl-4-nitroisoindoline C1(CC1)N1CC2=CC=CC(=C2C1)[N+](=O)[O-]